3-(N-(3-bromophenyl)sulfamoyl)-4-methoxy-N,N-dipropylbenzamide BrC=1C=C(C=CC1)NS(=O)(=O)C=1C=C(C(=O)N(CCC)CCC)C=CC1OC